4-((3S,4S)-3-(dimethylamino)-4-hydroxy-3-(3-(trifluoro-methyl)phenethyl)piperidin-1-yl)-2,6-difluoro-N-(pyrimidin-4-yl)benzenesulfonamide CN([C@]1(CN(CC[C@@H]1O)C1=CC(=C(C(=C1)F)S(=O)(=O)NC1=NC=NC=C1)F)CCC1=CC(=CC=C1)C(F)(F)F)C